O1C(=CC=C1)C(C)O (2-furyl)-1-ethanol